5-Fluoro-6-(2-methoxyethoxy)-3-(3-{4-[3-(1-methyl-1H-pyrazol-4-yl)azetidin-1-carbonyl]phenyl}-1,2-oxazol-5-yl)-1H-indazol FC=1C=C2C(=NNC2=CC1OCCOC)C1=CC(=NO1)C1=CC=C(C=C1)C(=O)N1CC(C1)C=1C=NN(C1)C